N-(4-fluoro-3-nitrophenyl)-4-(N-(2-methoxy-5-nitrophenyl)sulfamoyl)benzamide FC1=C(C=C(C=C1)NC(C1=CC=C(C=C1)S(NC1=C(C=CC(=C1)[N+](=O)[O-])OC)(=O)=O)=O)[N+](=O)[O-]